((4aS,6S)-1-(4-Fluorophenyl)-6-((1-methyl-1H-1,2,4-triazol-3-yl)thio)-1,4,5,6,7,8-hexahydro-4aH-benzo[f]indazol-4a-yl)methanol FC1=CC=C(C=C1)N1N=CC=2C[C@]3(C(=CC12)CC[C@@H](C3)SC3=NN(C=N3)C)CO